C(C=C)(=O)NC=1C=CC(=C(C1)N1N=C(C(=C1)C1=CC(=C(C(=O)N)C=C1)F)[N+](=O)[O-])F 4-(1-(5-acrylamido-2-fluorophenyl)-3-nitro-1H-pyrazol-4-yl)-2-fluorobenzamide